(2S,3R)-2-amino-3-(carbamimidoylsulfan-yl)butanoic acid N[C@@H](C(=O)O)[C@@H](C)SC(N)=N